ClC1=C(C=C(C=C1)NC(=O)N1[C@H]2CCC[C@@]1(C2)C=2OC(=NN2)C)N2N=CC=N2 (1R,5S)-N-(4-chloro-3-(2H-1,2,3-triazol-2-yl)phenyl)-1-(5-methyl-1,3,4-oxadiazol-2-yl)-6-azabicyclo[3.1.1]heptane-6-carboxamide